[Sb+3].[SH3+] Sulfonium antimony